[Si](C)(C)(C(C)(C)C)OCC=1C=C(C(=C2C=CN=CC12)CC(=O)NC1CC(C1)OC1=CC(=C(C=C1)F)C(F)(F)F)F 2-(8-(((tert-butyldimethylsilyl)oxy)methyl)-6-fluoroisoquinolin-5-yl)-N-((1r,3r)-3-(4-fluoro-3-(trifluoromethyl)phenoxy)cyclobutyl)acetamide